C(C)(C)(C)C1=NOC(=N1)C(=O)N[C@H](C)C1=C(C=C(C=C1)C1=NC=NC=2NC=3CC(CCC3C21)N2CCN(CC2)C(=O)OC(C)(C)C)C tert-butyl 4-(4-(4-((R)-1-(3-(tert-butyl)-1,2,4-oxadiazole-5-carboxamido)ethyl)-3-methylphenyl)-6,7,8,9-tetrahydro-5H-pyrimido[4,5-b]indol-7-yl)piperazine-1-carboxylate